5-(3-(2-methoxyethoxy)propyl)-7-nitro-2-phenyl-1H-indole COCCOCCCC=1C=C2C=C(NC2=C(C1)[N+](=O)[O-])C1=CC=CC=C1